2-[(2S,6R)-2-(1-cyclopropylpyrazol-4-yl)-6-methyl-morpholin-4-yl]-4-(2-fluoro-4-methyl-phenyl)-7-methyl-pyrimido[4,5-d]pyridazin-8-one C1(CC1)N1N=CC(=C1)[C@H]1CN(C[C@H](O1)C)C=1N=C(C2=C(C(N(N=C2)C)=O)N1)C1=C(C=C(C=C1)C)F